FC=1C=C2C(C(=CN(C2=NC1N1CC(C1)C1=CC(=NN1)O)C1=NC=NS1)C(=O)O)=O 6-fluoro-7-[3-(3-hydroxy-1H-pyrazol-5-yl)azetidin-1-yl]-4-oxo-1-(1,2,4-thiadiazol-5-yl)-1,4-dihydro-1,8-naphthyridine-3-carboxylic acid